6'-{4-oxo-4-[(2-{3-[2-(pyrrolidin-1-yl)ethoxy]phenyl}ethyl)amino]butoxy}-2',3'-dihydrospiro[cyclohexane-1,1'-indene]-4-carboxylic acid O=C(CCCOC1=CC=C2CCC3(C2=C1)CCC(CC3)C(=O)O)NCCC3=CC(=CC=C3)OCCN3CCCC3